O[C@]12[C@H](CN(C1)C(=O)OCC1=CC=CC=C1)CC(C2)=O benzyl (3aR,6aS)-3a-hydroxy-5-oxohexahydrocyclopenta[c]pyrrole-2(1H)-carboxylate